4-(((tetrahydro-2H-pyran-2-yl)oxy)methyl)bicyclo[2.2.1]heptane O1C(CCCC1)OCC12CCC(CC1)C2